N-(5-(((5-(tert-butyl)oxazol-2-yl)methyl)thio)thiazol-2-yl)-4-(1-((2-(2,6-dioxopiperidin-3-yl)-6-fluoro-1-oxoisoindolin-5-yl)methyl)piperidin-4-yl)piperazine-1-carboxamide C(C)(C)(C)C1=CN=C(O1)CSC1=CN=C(S1)NC(=O)N1CCN(CC1)C1CCN(CC1)CC=1C=C2CN(C(C2=CC1F)=O)C1C(NC(CC1)=O)=O